FC1=C(C=C(C(=O)O)C=C1)C1=NC(=C(N=C1)OC)C(=O)OC 4-fluoro-3-(5-methoxy-6-(methoxycarbonyl)pyrazin-2-yl)benzoic acid